imidazolidinoN N1C(NCC1)=O